C(C)(=O)NC1CCC(CC1)NC(=O)C1=C(C=2N(N=C1)C=C(C2)C2=C(C=C(C=C2)C(N)=O)F)NC(C)C N-((1r,4r)-4-acetamidocyclohexyl)-6-(4-carbamoyl-2-fluorophenyl)-4-(isopropylamino)pyrrolo[1,2-b]pyridazine-3-carboxamide